ClC=1C(=NC=2CN(CCC2C1)CC1=NC2=C(N1C[C@H]1OCCC1)C(=C(C=C2)C(=O)O)F)OCC2=C(C=C(C=C2)Cl)F 2-({3-Chloro-2-[(4-chloro-2-fluorophenyl)methoxy]-5,6,7,8-tetrahydro-1,7-naphthyridin-7-yl}methyl)-7-fluoro-1-{[(2S)-oxolan-2-yl]methyl}-1H-1,3-benzodiazole-6-carboxylic acid